(benzyloxy)-N-[(6-hydroxypyridin-2-yl)methyl]-2-methyl-1-benzothiophene-3-carboxamide C(C1=CC=CC=C1)OC1=CC=CC2=C1C(=C(S2)C)C(=O)NCC2=NC(=CC=C2)O